N-((2-(6-(3-amino-3-methyl-2-oxopyrrolidin-1-yl)pyridin-2-yl)-1,6-naphthyridin-7-yl)methyl)-4-methyl-3-(methylsulfonyl)benzamide NC1(C(N(CC1)C1=CC=CC(=N1)C1=NC2=CC(=NC=C2C=C1)CNC(C1=CC(=C(C=C1)C)S(=O)(=O)C)=O)=O)C